N[C@H](C(=O)O)CC1=CC=C(C=C1)C1=NOC(=N1)C1=CC2=C(OC3=C2C=CC=C3)C=C1 (S)-2-amino-3-(4-(5-(dibenzo[b,d]furan-2-yl)-1,2,4-oxadiazol-3-yl)phenyl)propanoic acid